OC1=NN(C=C1Br)C1=CC(=CC=C1)Br 3-hydroxy-4-bromo-N-(3-bromophenyl)pyrazole